5-[4-(2-chloro-5-methanesulfinylbenzoylamino)phenyl]-1H-naphtho[1,2-b][1,4]diazepine ClC1=C(C(=O)NC2=CC=C(C=C2)N2C3=C(NCC=C2)C2=CC=CC=C2C=C3)C=C(C=C1)S(=O)C